2-(hexahydropyrazino[2,1-c][1,4]oxazin-8(1H)-yl)phenol C1OCCN2C1CN(CC2)C2=C(C=CC=C2)O